2-((2-(trimethylsilyl)ethoxy)methoxy)-1-naphthaldehyde C[Si](CCOCOC1=C(C2=CC=CC=C2C=C1)C=O)(C)C